CC(C(=O)NN)CC(=O)NN 2-methylsuccinic acid dihydrazide